2-fluoro-N-trideuteromethylbenzamide FC1=C(C(=O)NC([2H])([2H])[2H])C=CC=C1